5-amino-3-(2-(2-fluorophenyl)-4-methoxyquinolin-7-yl)-1-(3-hydroxy-3-methylcyclobutyl)-1H-pyrazole-4-carbonitrile NC1=C(C(=NN1C1CC(C1)(C)O)C1=CC=C2C(=CC(=NC2=C1)C1=C(C=CC=C1)F)OC)C#N